(S)-N-((S)-1-(3-(difluoromethoxy)phenyl)ethyl)-3-hydroxy-4,4-dimethylpentanamide FC(OC=1C=C(C=CC1)[C@H](C)NC(C[C@@H](C(C)(C)C)O)=O)F